3-(1-oxo-5-((4-(thiophen-3-yl)-3,6-dihydropyridin-1(2H)-yl)methyl)isoindolin-2-yl)piperidine-2,6-dione O=C1N(CC2=CC(=CC=C12)CN1CCC(=CC1)C1=CSC=C1)C1C(NC(CC1)=O)=O